N2-[4-[2-(4-isopropylpiperazin-1-yl)ethylamino]phenyl]-N4-[2-(6-methyl-2-pyridyl)pyrimidin-4-yl]pyrimidine-2,4-diamine C(C)(C)N1CCN(CC1)CCNC1=CC=C(C=C1)NC1=NC=CC(=N1)NC1=NC(=NC=C1)C1=NC(=CC=C1)C